COC1C(C(C1OC)=O)=O 3,4-dimethoxycyclobutane-1,2-dione